C1CCN(CC1)CC=O 2-oxoethylpiperidine